N-butanoylgalactosamine C(CCC)(=O)N[C@H]1C(O)O[C@@H]([C@@H]([C@@H]1O)O)CO